(2S,4R)-4-(dimethylamino)-1-{[(9H-fluoren-9-yl)methoxy]carbonyl}pyrrolidine-2-carboxylic acid hydrochloride Cl.CN([C@@H]1C[C@H](N(C1)C(=O)OCC1C2=CC=CC=C2C=2C=CC=CC12)C(=O)O)C